ClC1=C(C(=O)NCC2=NC=CC=C2)C=CC(=C1)NC=1C=2N(C=CN1)C(=CN2)C2=CC=C(C=C2)OC(F)F 2-chloro-4-((3-(4-(difluoromethoxy)phenyl)imidazo[1,2-a]pyrazin-8-yl)amino)-N-(pyridin-2-ylmethyl)benzamide